N=1C(=CN2C1C=CC=C2)COC=2C=C1C(=CC(=NC1=CC2)C(=O)N2CCC(CC2)(C#N)C2=CC=CC=C2)C(=O)N2CCCCC2 1-(6-(imidazo[1,2-a]pyridin-2-ylmethoxy)-4-(piperidine-1-carbonyl)quinoline-2-carbonyl)-4-phenylpiperidine-4-carbonitrile